4-fluoro-1-[2-(1,3-oxazol-5-yl)acetyl]-N-{phenyl[4-(propan-2-yl)phenyl]methyl}pyrrolidine-2-carboxamide FC1CC(N(C1)C(CC1=CN=CO1)=O)C(=O)NC(C1=CC=C(C=C1)C(C)C)C1=CC=CC=C1